S(=O)(=O)(O)CCCC(C(=O)O)=C sulfopropyl-acrylic acid